O=C1N(CC2=CC(=CC=C12)N1C(N([C@H](C1)C(F)(F)F)C1=CC=CC=C1)=O)C1C(N(C(CC1)=O)COCC[Si](C)(C)C)=O 3-(1-oxo-5-((R)-2-oxo-3-phenyl-4-(trifluoromethyl)imidazolidin-1-yl)isoindolin-2-yl)-1-((2-(trimethylsilyl)ethoxy)methyl)piperidine-2,6-dione